FC(C(C(F)(F)F)(O)C1=CC=C(C=C1)C1=C(C=C(C=C1)CN1C[C@H](N(CC1)CC1=CC=NC=C1)CC(=O)OCC)C)(F)F ethyl (R)-2-(4-((4'-(1,1,1,3,3,3-hexafluoro-2-hydroxypropan-2-yl)-2-methyl-[1,1'-biphenyl]-4-yl)methyl)-1-(pyridin-4-ylmethyl)piperazin-2-yl)acetate